BrC=1C(=C(COC2=NC(=C(C(=N2)OC)C=O)OC)C=CC1)F 2-((3-bromo-2-fluorobenzyl)oxy)-4,6-dimethoxypyrimidine-5-formaldehyde